ClC=1C(=NC=C(C1)C(F)(F)F)N1C(OC2=C1C=CC(=C2)S)=O 3-(3-chloro-5-(trifluoromethyl)-pyridin-2-yl)-6-mercaptobenzooxazol-2(3H)-one